2-((3-(difluoromethyl)-1-methyl-1H-pyrazol-5-yl)oxy)-1-(4-(trifluoromethyl)phenyl)ethan-1-one-O-methyloxime CON=C(COC1=CC(=NN1C)C(F)F)C1=CC=C(C=C1)C(F)(F)F